2-methyl-7-(prop-2-yn-1-yl)-7H-pyrrolo[2,3-d]pyrimidin-4-amine CC=1N=C(C2=C(N1)N(C=C2)CC#C)N